Bis(4-hydroxynaphth-1-yl)methan OC1=CC=C(C2=CC=CC=C12)CC1=CC=C(C2=CC=CC=C12)O